6-chloro-3-isopropyl-8-[(2S)-2-methylazetidin-1-yl]imidazo[1,2-a]pyrazine ClC=1N=C(C=2N(C1)C(=CN2)C(C)C)N2[C@H](CC2)C